C[C@@H]1C[C@@H](CN(C1)C(CC1CCN(CC1)C)=O)C1=C2C=CC=NC2=C(C=C1)C#N 5-{(3R,5R)-5-methyl-1-[2-(1-methyl-piperidin-4-yl)-acetyl]-piperidin-3-yl}-quinoline-8-carbonitrile